N-((R)-cyclopropyl(2,5-difluoro-4-(trifluoromethyl)phenyl)methyl)-1-(5-(methylsulfonyl)nicotinoyl)-3-(trifluoromethyl)pyrrolidine-2-carboxamide C1(CC1)[C@@H](NC(=O)C1N(CCC1C(F)(F)F)C(C1=CN=CC(=C1)S(=O)(=O)C)=O)C1=C(C=C(C(=C1)F)C(F)(F)F)F